2-(4-((4-(4-bromophenyl)-5-oxo-4,5-dihydro-1H-1,2,4-triazol-1-yl)methyl)-2,6-dimethylphenoxy)-2-methylpropanoic acid ethyl ester C(C)OC(C(C)(C)OC1=C(C=C(C=C1C)CN1N=CN(C1=O)C1=CC=C(C=C1)Br)C)=O